methyl 2-{1-[3-(2-hydroxyphenyl)cinnolin-6-yl]-1,2,3-triazol-4-yl}-3-methylbutanoate OC1=C(C=CC=C1)C=1N=NC2=CC=C(C=C2C1)N1N=NC(=C1)C(C(=O)OC)C(C)C